N-(2,6-xylyl)-2-piperidineformamide C1(=C(C=CC=C1C)C)NC(=O)C1NCCCC1